FC(OCC=1[C@@H]([C@@H]([C@H]([C@@H](C1)NCC1CCC2(CCC2)CC1)O)O)O)F (1S,2S,3S,6R)-4-((difluoromethoxy)methyl)-6-((spiro[3.5]nonan-7-ylmethyl)amino)cyclohex-4-ene-1,2,3-triol